Ethyl 1-(2-(ethylthio)-4-(trifluoromethyl) phenyl)-5-methyl-1H-1,2,3-triazole-4-carboxylate [Ethyl]-(2-(ethylthio)-4-(trifluoromethylphenyl)-5-methyl-1H-1,2,3-triazole-4-carboxylate) C(C)N1N(NC(C1C)(C(=O)O)C1=C(C=CC=C1)C(F)(F)F)SCC.C(C)SC1=C(C=CC(=C1)C(F)(F)F)N1N=NC(=C1C)C(=O)OCC